bis(2-butyloctyl) 10-((3-(dimethylamino)propyl)(3-(2-(octyldisulfaneyl)ethoxy)-3-oxopropyl)amino)nonadecanedioate CN(CCCN(C(CCCCCCCCC(=O)OCC(CCCCCC)CCCC)CCCCCCCCC(=O)OCC(CCCCCC)CCCC)CCC(=O)OCCSSCCCCCCCC)C